2-(4-(4-(4-(benzhydryl)piperidin-1-yl)butanoyl)phenyl)-2-methylpropanoic acid C(C1=CC=CC=C1)(C1=CC=CC=C1)C1CCN(CC1)CCCC(=O)C1=CC=C(C=C1)C(C(=O)O)(C)C